N-[(1R,2S,19aS)-11-chloro-2,20-difluoro-5-oxo-2,3,6,7,19,19a-hexahydro-1H,5H-12,8-(azeno)-14,18-(metheno)pyrrolo[2,1-h][1,9]oxazacycloheptadecin-1-yl]ethanesulfonamide ClC1=CC=C2CCC(N3[C@@H](CC=4C=CC=C(OC1=N2)C4F)[C@H]([C@H](C3)F)NS(=O)(=O)CC)=O